1-(4-(3,3-Difluoropropyl)piperazin-1-yl)ethan-1-one FC(CCN1CCN(CC1)C(C)=O)F